(1e)-Citronellol CC(C)=CCCC(C)CCO